1-(4-(4-(((6-methylpyridazin-3-yl)methyl)amino)-6-(5-methylthiazol-2-yl)pyrido[2,3-d]pyrimidin-2-yl)piperazin-1-yl)ethan-1-one CC1=CC=C(N=N1)CNC=1C2=C(N=C(N1)N1CCN(CC1)C(C)=O)N=CC(=C2)C=2SC(=CN2)C